COC(=O)C1=CC2=C(C(N(C=C2)C)=O)N1C 1,6-dimethyl-7-oxo-6,7-dihydro-1H-pyrrolo[2,3-c]pyridine-2-carboxylic acid methyl ester